Dimethyl-Ethoxysilane di(2-ethylhexyl)carbonate C(C)C(COC(OCC(CCCC)CC)=O)CCCC.C[SiH](OCC)C